NC=1C2=C(N=CN1)C(=C(N2C2=CC(=C(C=C2)OC2=NC=CC(=N2)C)F)C2=C(C=C(C=C2)NC(C=C)=O)OCCN(C)C)C N-[4-(4-amino-5-{3-fluoro-4-[(4-methylpyrimidin-2-yl)oxy]phenyl}-7-methyl-5H-pyrrolo[3,2-d]pyrimidin-6-yl)-3-[2-(dimethylamino)ethoxy]phenyl]acrylamide